(1R,5S,6s)-tert-butyl 6-((4-((3-chloro-4-((4-methoxybenzyl)oxy)phenyl)amino)-6-nitroquinazolin-7-yl)ethynyl)-3-azabicyclo[3.1.0]hexane-3-carboxylate ClC=1C=C(C=CC1OCC1=CC=C(C=C1)OC)NC1=NC=NC2=CC(=C(C=C12)[N+](=O)[O-])C#CC1[C@@H]2CN(C[C@H]12)C(=O)OC(C)(C)C